2-(2-hydroxy-4-tert-butylphenyl)-4,5-diphenylimidazole OC1=C(C=CC(=C1)C(C)(C)C)C=1NC(=C(N1)C1=CC=CC=C1)C1=CC=CC=C1